COCCC=1C(=CC(N(C1)CC1=CC=C(C=C1)OC)=O)C(F)(F)F 5-(2-methoxyethyl)-1-[(4-methoxyphenyl)methyl]-4-(trifluoromethyl)pyridin-2-one